ethyl-3-cyclopentyl-1H-pyrazole C(C)N1N=C(C=C1)C1CCCC1